1-(benzyloxy)-3-(1-cyclopropyl-2-iodoethyl)benzene C(C1=CC=CC=C1)OC1=CC(=CC=C1)C(CI)C1CC1